C1(CC1)NC=1C(N(C2=C(N1)SC(=C2)C(=O)O)C2=CC=C1C=CN(C1=C2)C2=CC=CC=C2)=O 3-(cyclopropylamino)-2-oxo-1-(1-phenyl-1H-indol-6-yl)-1,2-dihydrothieno[2,3-b]pyrazine-6-carboxylic acid